BrC1C(C=CC2(CCN(CC2)C(=O)OC(C)(C)C)C1)=O tert-butyl 10-bromo-9-oxo-3-azaspiro[5.5]undec-7-ene-3-carboxylate